CC1=NC2=C(C=CC=C2C=C1)N1N=C2N=C(N=CC2=C1)N1CCC2(CC1)[C@@H](C1=CC=CC=C1C2)N (S)-1'-(2-(2-methylquinolin-8-yl)-2H-pyrazolo[3,4-d]pyrimidin-6-yl)-1,3-dihydrospiro[inden-2,4'-piperidin]-1-amine